CN(C)CC=1NC2=CC=C(C=C2C1)C1=NC2=CC(=CC(=C2C(N1)=O)OC)OC 2-{2-[(dimethylamino)methyl]-1H-indol-5-yl}-5,7-dimethoxy-3,4-dihydroquinazolin-4-one